C(C)(=O)OCC(CC)OC(C)=O 1,2-butanediol diacetate